C(C)NS(=O)(=O)C1=C2C=C(C(=CC2=CC=C1)C(=O)OC)OC Methyl 5-(N-ethylsulfamoyl)-3-methoxy-2-naphthoate